O[C@@]1([C@H](O)[C@H](O)[C@@H](CO)O1)N1C=NC=2C(=O)N3C(CC[C@@H](C(=O)OC)NC(=O)OC)=C(C)N=C3N(C)C21 hydroxyl-wybutosine